4-(6-(trifluoromethoxy)isoquinolin-3-yl)-1H-1,2,3-triazole-carboxylic acid FC(OC=1C=C2C=C(N=CC2=CC1)C1(N=NNC1)C(=O)O)(F)F